FC(C(=O)N1CC(C1)N1C(N(C2=NC=CC(=C21)C(=O)N2CCN(CC2)C)C2=CC=C(C=C2)C(F)(F)F)=O)=C (1-(2-fluoroacryloyl)azetidin-3-yl)-7-(4-methylpiperazine-1-carbonyl)-3-(4-(trifluoromethyl)phenyl)-1,3-dihydro-2H-imidazo[4,5-b]pyridin-2-one